C(C(C)C)NCC=1C=C(C=2N(C1)C=CN2)C(=O)O 6-((isobutylamino)methyl)imidazo[1,2-a]pyridine-8-carboxylic acid